[Fe]=S iron (ii) sulfide